4-((tert-butyldimethylsilyl)oxy)-1-(cyclopropanecarbonyl)-5-vinylpyrrolidine-2-carboxylate [Si](C)(C)(C(C)(C)C)OC1CC(N(C1C=C)C(=O)C1CC1)C(=O)[O-]